C[C@]12S[P@](O[C@H]1C[C@H](CC2)C(=C)C)(SC2=C(C(=C(C(=C2F)F)F)F)F)=S (2R,3aR,6S,7aS)-3a-methyl-2-((perfluorophenyl)thio)-6-(prop-1-en-2-yl)hexahydrobenzo[d][1,3,2]oxathiaphosphole 2-sulfide